SC1N(C(C1NC(CC1=CC=CC=C1)=O)=O)C(C(=O)OCC1=CC=C(C=C1)[N+](=O)[O-])=C(C)C 4-nitrobenzyl 2-(2-mercapto-4-oxo-3-(2-phenylacetylamino) azetidin-1-yl)-3-methylbutenoate